7-((1-((R or S)-2-(methylamino)propyl)piperidin-4-yl)methyl)-2-(((S)-pent-2-yl)oxy)imidazo[2,1-f][1,2,4]triazin-4-amine CN[C@@H](CN1CCC(CC1)CC1=CN=C2C(=NC(=NN21)O[C@@H](C)CCC)N)C |o1:2|